4-Hydroxy-1-(pyrazolidin-1-yl)-3-{2-[4-(trifluoromethoxy)phenyl]-6-oxa-2,9-diazaspiro[4.5]decan-9-yl}butan-1-one OCC(CC(=O)N1NCCC1)N1CCOC2(CCN(C2)C2=CC=C(C=C2)OC(F)(F)F)C1